C(CCCCCCCCC)C(C(=O)O)=C.C(C=C)(=O)OCCCCCCCCCC decyl acrylate (Decyl acrylate)